2,2,2-trifluoroethyl 2-(2-cyclopentyl-5-methyl-1-piperidyl)-2-oxo-acetate C1(CCCC1)C1N(CC(CC1)C)C(C(=O)OCC(F)(F)F)=O